(4-(4-hydroxyphenyl)butyl)carbamic acid tert-butyl ester C(C)(C)(C)OC(NCCCCC1=CC=C(C=C1)O)=O